N2,N2-Bis(tert-butoxycarbonyl)-N5-((R)-1-carboxy-2-mercaptoethyl)-L-glutamine C(C)(C)(C)OC(=O)N([C@@H](CCC(N[C@@H](CS)C(=O)O)=O)C(=O)O)C(=O)OC(C)(C)C